pyrrolo[1,2-a]pyrazine-1-carboxylic acid potassium [K].C=1(C=2N(C=CN1)C=CC2)C(=O)O